NC1=C(C=C(N=N1)C1=C(C=CC=C1)O)N1CC2CCC(C1)N2C2=NC=NC(=C2)Cl 2-[6-amino-5-[8-(6-chloropyrimidin-4-yl)-3,8-diazabicyclo[3.2.1]Octane-3-yl]Pyridazin-3-yl]Phenol